C(C)(C)(C)OC(=O)NCCCCCCCOC1=CC=C(C[C@@H]2N(CCN(CCN(CCN(C2)CC(=O)OC(C)(C)C)CC(=O)OC(C)(C)C)CC(=O)OC(C)(C)C)CC(=O)OC(C)(C)C)C=C1 (s)-tetra-tert-butyl 2,2',2'',2'''-(2-(4-((7-((tert-butoxycarbonyl)amino)heptyl)oxy)benzyl)-1,4,7,10-tetraazacyclododecane-1,4,7,10-tetrayl)tetraacetate